5-(2-((3-chlorobenzyl)amino)ethyl)-1-methyl-5-(pyridin-2-yl)piperidin-2-one ClC=1C=C(CNCCC2(CCC(N(C2)C)=O)C2=NC=CC=C2)C=CC1